1,4-bis(benzoylacetoxy)butane C(C1=CC=CC=C1)(=O)CC(=O)OCCCCOC(CC(C1=CC=CC=C1)=O)=O